COC(CCCC(=O)NC1=CC=C(C=C1)CO)=O methyl-5-((4-(hydroxymethyl) phenyl) amino)-5-oxopentanoate